C1(=C(C=CC=C1)NC(N)=S)C N'-tolylthiourea